5-chloro-N-((1r,4r)-4-((3-(5-chloropyridin-2-yl)-3-hydroxy-2-oxoindolin-1-yl)methyl)cyclohexyl)-2-(trifluoromethyl)nicotinamide ClC=1C=NC(=C(C(=O)NC2CCC(CC2)CN2C(C(C3=CC=CC=C23)(O)C2=NC=C(C=C2)Cl)=O)C1)C(F)(F)F